BrC=1C=NC(N(C1)C(C)C)=O 5-bromo-1-isopropylpyrimidin-2(1H)-one